FC(OC=1C(=CC(=C(C1)O)/C=N/C)F)F (E)-5-(difluoromethoxy)-4-fluoro-2-((methylimino)methyl)phenol